FC1=CC=C(C=C1)C1=CN=C(S1)NC1=CC2=C(C=N1)N=CN2CCNC(=O)[C@H]2N(C[C@H](C2)O)C(C=C)=O (2S,4S)-N-[2-[6-[[5-(4-fluorophenyl)thiazol-2-yl]amino]imidazo[4,5-c]pyridin-1-yl]ethyl]-4-hydroxy-1-prop-2-enoylpyrrolidine-2-carboxamide